COC(=O)C=1C=CC2=C(CC(O2)C)C1 2-methyl-2,3-dihydrobenzofuran-5-carboxylic acid methyl ester